3-phenylbutadiene C1(=CC=CC=C1)C(C=C)=C